2-(2,6-dichlorophenyl)-1-((1s,3r)-3-(hydroxymethyl)-1-methyl-5-(1-methyl-1H-pyrazol-4-yl)-3,4-dihydroisoquinolin-2(1H)-yl)ethan-1-one hydrobromide Br.ClC1=C(C(=CC=C1)Cl)CC(=O)N1[C@H](C2=CC=CC(=C2C[C@@H]1CO)C=1C=NN(C1)C)C